N#CC(=O)[O-].[Ni+2].N#CC(=O)[O-] nickel Nitriloacetate